CC=1N=C(C=2N(C1)C=C(N2)C2=CC(=C(S2)C(=O)NC2CCN(CC2)C)F)C 5-[6,8-dimethylimidazo[1,2-a]pyrazin-2-yl]-3-fluoro-N-(1-methylpiperidin-4-yl)thiophene-2-carboxamide